2-(3-(6-(((3R,5S)-5-fluoropiperidin-3-yl)amino)pyridin-2-yl)imidazo[1,2-a]pyrazin-6-yl)propan-2-ol F[C@H]1C[C@H](CNC1)NC1=CC=CC(=N1)C1=CN=C2N1C=C(N=C2)C(C)(C)O